N-(5-chloro-2-hydroxyphenyl)phenylmethylideneamine ClC=1C=CC(=C(C1)N=CC1=CC=CC=C1)O